BrC=1C=C(C=CC1)N=C=O m-bromophenyl isocyanate